(3S)-6-chloro-5-(2,6-difluorophenyl)-7-trifluoromethyl-3-methyl-1,3-dihydro-1,4-benzodiazepin-2-one ClC1=C(C=CC2=C1C(=N[C@H](C(N2)=O)C)C2=C(C=CC=C2F)F)C(F)(F)F